(Z)-9,10-dihydrobenzo[8]annulene-5(8H)-one C1=CC=CC2=C1CCC\C=C/C2=O